2-chloro-5-methyl-[1,2,4]triazolo[1,5-a]pyridine ClC1=NN2C(C=CC=C2C)=N1